N-(4-(N-acetylsulfamoyl)phenyl)-3-amino-6-(3-morpholinophenyl)pyrazine-2-carboxamide C(C)(=O)NS(=O)(=O)C1=CC=C(C=C1)NC(=O)C1=NC(=CN=C1N)C1=CC(=CC=C1)N1CCOCC1